3-fluoro-naphthalen-2-ol FC=1C(=CC2=CC=CC=C2C1)O